3-chloro-5-isopropyl-8-(3-(4-methyl-4H-1,2,4-triazol-3-yl)azetidin-1-yl)isoquinoline ClC=1N=CC2=C(C=CC(=C2C1)C(C)C)N1CC(C1)C1=NN=CN1C